(2R,3R,5R)-4-[[3-[2-(difluoromethoxy)-4-fluoro-phenyl]-5-methyl-5-(trifluoromethyl)tetrahydrofuran-2-carbonyl]amino]pyridine-2-carboxamide FC(OC1=C(C=CC(=C1)F)[C@@H]1[C@@H](O[C@](C1)(C(F)(F)F)C)C(=O)NC1=CC(=NC=C1)C(=O)N)F